2-[(7-trifluoromethyl-quinolin-4-yl)-amino]-N-(morpholin-4-yl)-benzamide FC(C1=CC=C2C(=CC=NC2=C1)NC1=C(C(=O)NN2CCOCC2)C=CC=C1)(F)F